FCC(=O)O monofluoroacetic acid